S1C2=C(C=C1)C(=CC=C2)N2CCN(CC2)CCCCOC2=CC=C1CCC(N(C1=C2)COC(COCCOC)=O)=O (2-Methoxyethoxy)acetic acid 7-[4-(4-benzo[b]thiophen-4-ylpiperazin-1-yl)butoxy]-2-oxo-3,4-dihydro-2H-quinolin-1-ylmethyl ester